COC=1C=C(C=CC1O)CCC(=O)NC1=C(C(=O)O)C=CC=C1 2-(3-(3-methoxy-4-hydroxy-phenyl)-propionamido)-benzoic acid